COC1=C(C(=O)C2=CC=CC=C2)C=C(C(=C1)OC)C(C1=CC=C(C=C1)C)=O 2,4-dimethoxy-5-(p-methylbenzoyl)benzophenone